(R)-3-butyn-2-ol C[C@H](C#C)O